COC1=C(C=CC=C1C1=NC=CN=C1)NC(OC(C)(C)C)=O tert-butyl (2-methoxy-3-(pyrazin-2-yl)phenyl)carbamate